N,N',N'-Triallylhydrazin C(C=C)NN(CC=C)CC=C